4-[4-(dimethylamino)-1-(4-fluorophenyl)-1-hydroxybutyl]-3-hydroxymethylbenzeneNitrile CN(CCCC(O)(C1=CC=C(C=C1)F)C1=C(C=C(C=C1)C#N)CO)C